N(=[N+]=[N-])CC1=CC=C(C[C@H](N)C(=O)O)C=C1 para-azidomethyl-L-phenylalanine